FC=1C=C(C=CC1F)[C@H]1[C@@H](CN(C1)CCOC)NC(=O)NC1=C(C(=NN1C1=CC(=CC=C1)Cl)C=1C=NN(C1)C)C 1-((3S,4R)-4-(3,4-difluorophenyl)-1-(2-methoxyethyl)pyrrolidin-3-yl)-3-(1-(3-chlorophenyl)-1',4-dimethyl-1H,1'H-[3,4'-bipyrazol]-5-yl)urea